(8-(3-fluorophenyl)-6-azaspiro[3.4]octan-6-yl)(3-hydroxyisoxazol-5-yl)methanone FC=1C=C(C=CC1)C1CN(CC12CCC2)C(=O)C2=CC(=NO2)O